Cl.BrC1=CC=2N(C=C1)C=NC2CN (7-bromoimidazo[1,5-a]pyridin-1-yl)methanamine hydrochloride salt